N-(5-Cyano-4-((2-methoxyethyl)amino)pyridin-2-yl)-7-formyl-6-((8-carbonyl-4-oxa-7-azaspiro[2.5]octane-7-yl)methyl)-3,4-dihydro-1,8-naphthyridin-1(2H)-carboxamide C(#N)C=1C(=CC(=NC1)NC(=O)N1CCCC2=CC(=C(N=C12)C=O)CN1CCOC2(CC2)C1=C=O)NCCOC